2-(2-Fluoro-6-hydroxyphenyl)-2-(6-(4-(4-methylpiperazin-1-yl)phenyl)-4-oxoquinazolin-3(4H)-yl)-N-(thiazol-2-yl)acetamide FC1=C(C(=CC=C1)O)C(C(=O)NC=1SC=CN1)N1C=NC2=CC=C(C=C2C1=O)C1=CC=C(C=C1)N1CCN(CC1)C